NC=1C2=C(N=CN1)N(C(=C2C2=CC(=C(C=C2)N=S2(CCCC2)=O)F)C2=C(C=C(C=C2)C=C(C(=O)N)C)C(F)F)C (4-(4-amino-5-(3-fluoro-4-((1-oxotetrahydro-1λ6-thiophen-1-ylidene)amino)phenyl)-7-methyl-7H-pyrrolo[2,3-d]pyrimidin-6-yl)-3-(difluoromethyl)phenyl)methacrylamide